C1(CC1)C1=NOC(=C1)NC([C@H]([C@@H]1CC(CC1)(F)F)C1=CC(=C(C=C1)C#N)C#N)=O (R)-N-(3-cyclopropylisoxazol-5-yl)-2-(3,4-dicyanophenyl)-2-((S)-3,3-difluorocyclopentyl)acetamide